C1(NC=CC=2CCCCC12)=O 5,6,7,8-tetrahydroisoquinolin-1(2H)-one